FC1=C(C=CC(=C1F)F)NC(=O)N[C@@H]1C[C@@H](C1)NC1=NC=2N([C@H](C(NC2C(=N1)C)=O)C)C (2,3,4-trifluorophenyl)-3-(cis-3-(((S)-4,7,8-trimethyl-6-oxo-5,6,7,8-tetrahydropteridin-2-yl)amino)cyclobutyl)urea